C(C)(C)(C)C1=C(C(C=O)=CC(=C1)C(C)(C)C)O 3,5-di-t-butylsalicylaldehyde